C(C)(C)(C)OC(=O)N1CCN(CC1)C=1N(N=C2C=C(C=CC12)C1=C(C=CC=C1)F)CC 4-(2-ethyl-6-(2-fluorophenyl)-2H-indazol-3-yl)piperazine-1-carboxylic acid tert-butyl ester